COC1=CC=C2C=NN(C2=C1)C(=O)[C@@H]1N(CCC1)[C]C(=O)C1=CC=CC=C1 (R)-2-(2-(6-methoxy-1H-indazole-1-carbonyl)pyrrolidine-1-yl)-1-phenyl-2λ2-ethan-1-one